(R)-1-(4-(4-((1-(3-(1,1-difluoro-2-hydroxy-2-methylpropyl)-2-fluorophenyl)ethyl)amino)-7-ethynyl-2-methylquinazolin-6-yl)-4-methoxypiperidin-1-yl)ethan-1-one monovinyl-acrylate C(=C)OC(C=C)=O.FC(C(C)(C)O)(F)C=1C(=C(C=CC1)[C@@H](C)NC1=NC(=NC2=CC(=C(C=C12)C1(CCN(CC1)C(C)=O)OC)C#C)C)F